N-(2-(1-amino-3-methoxypropyl)pyridin-4-yl)cyclopropanesulfonamide hydrochloride Cl.NC(CCOC)C1=NC=CC(=C1)NS(=O)(=O)C1CC1